COC(=O)C=1C=2C(=CN(C2C=CC1)C)SC=1C=NC(=CC1C)Br 3-[(6-bromo-4-methyl-3-pyridinyl)sulfanyl]-1-methyl-indole-4-carboxylic acid methyl ester